N[C@H]1C(C[C@@H](CC1)C1=NC=CC(=N1)NC=1N=CC2=C(C=CC(=C2C1)C(C)C)N1[C@@H]([C@H](C1)CS(=O)(=O)C)C)(F)F N-(2-((1R,4R)-4-amino-3,3-difluorocyclohexyl)pyrimidin-4-yl)-5-isopropyl-8-((2R,3S)-2-methyl-3-((methanesulfonyl)methyl)azetidin-1-yl)isoquinolin-3-amine